BrC1=CC=CC=2C(COC21)=O 7-bromo-3-benzofuranone